C(C)SC1=NC2=CC(=CN=C2C(=C1C(=O)NCC1=CC(=CC=C1)F)C)C(F)(F)F 2-Ethylsulfanyl-N-[(3-fluorophenyl)-methyl]-4-methyl-7-(trifluoromethyl)-[1,5]naphthyridine-3-carboxylic acid amide